C(C)(C)(C)C=1C=C(C=C(C1O)C)CCC(=O)OCC(C)(C)C1OC(C2(CO1)COC(OC2)C(COC(CCC2=CC(=C(C(=C2)C)O)C(C)(C)C)=O)(C)C)C(O)C(CO)(CO)CO 3,9-bis{2-[3-(3-t-butyl-4-hydroxy-5-methylphenyl)propionyloxy]-1,1-dimethylethyl}-2,4,8,10-tetraoxaspiro[5.5]undecyl-pentaerythritol